ClC=1N=NC(=CC1)N1C=NC=C1 3-chloro-6-imidazol-1-yl-pyridazine